7-hydroxy-4-[(cis)-3-hydroxy-3-methylcyclobutyl]-3H,4H-pyrido[2,3-b]pyrazin-3-one OC1=CC2=C(N(C(C=N2)=O)C2CC(C2)(C)O)N=C1